2-((3-(4-chlorophenethyl)-1,2,4-oxadiazol-5-yl)methyl)-5-(1-hydroxyethyl)-4-methylpyridazin-3(2H)-one ClC1=CC=C(CCC2=NOC(=N2)CN2N=CC(=C(C2=O)C)C(C)O)C=C1